6-Bromo-N-[(3S)-1-methylpyrrolidin-3-yl]-2-[4-(4-pyridin-3-ylpiperazin-1-yl)phenyl]-3H-imidazo[4,5-b]pyridin-7-amine BrC=1C(=C2C(=NC1)NC(=N2)C2=CC=C(C=C2)N2CCN(CC2)C=2C=NC=CC2)N[C@@H]2CN(CC2)C